((2S,5R)-5-amino-2-methylpiperidin-1-yl)(2-(1-(cyclopropylmethyl)-6-(2-(thiazol-5-yl)pyridin-3-yl)-1H-pyrrolo[2,3-b]pyridin-2-yl)-7-methoxy-1-methyl-1H-benzo[d]imidazol-5-yl)methanone N[C@@H]1CC[C@@H](N(C1)C(=O)C1=CC2=C(N(C(=N2)C2=CC=3C(=NC(=CC3)C=3C(=NC=CC3)C3=CN=CS3)N2CC2CC2)C)C(=C1)OC)C